2-(1-tert-butoxycarbonyl-4-piperidinyl)acetic acid C(C)(C)(C)OC(=O)N1CCC(CC1)CC(=O)O